OC(CC=C(C)C)[C@]1([C@@H]2[C@@H]3[C@H](C(=CC[C@@H]21)C)[C@H]([C@@H]([C@]32OC2)O)O)C (1R,1aS,4aR,5R,6S,7S,7aR,7bS)-1-(1-hydroxy-4-methylpent-3-ene-1-yl)-1,4-dimethyl-1,1a,2,4a,5,6,7a,7b-octahydrospiro[cyclopropa[e]azulene-7,2'-oxirane]-5,6-diol